CNC(O[C@@H]1CC[C@H](CC1)C(N(C1=CC(=CC=C1)C=1C=NN(C1)C(C)C)C[C@@H]1CC[C@H](CC1)C1=CC(=C(C=C1)OC)C#N)=O)=O trans-4-(((trans-4-(3-Cyano-4-methoxy-phenyl)cyclohexyl)-methyl)(3-(1-Iso-propyl-1H-pyrazol-4-yl)phenyl)carbamoyl)-cyclohexyl methyl-carbamate